CC1(C=C(C(N(C1C)C1=CC(=CC=C1)C(F)(F)F)=O)C(=O)NCC1=CC=C(C=C1)N1N=CC=C1)C(=O)NC 5,N5,6-trimethyl-2-oxo-N3-[4-(1H-pyrazol-1-yl)benzyl]-1-[3-(trifluoromethyl)-phenyl]-1,2-dihydropyridine-3,5-dicarboxamide